CCCCCCCCC(CCCCCCCC)OC(CCCCCCCNCCO)=O 8-((2-Hydroxyethyl)amino)octanoic acid heptadec-9-yl ester